FC1=C(C=C(C=C1)F)C1=NC=NC(=C1NC(=O)C=1C=NC(=NC1)C(C)C)C1OCC(CC1)(F)F N-(4-(2,5-difluorophenyl)-6-(5,5-difluorotetrahydro-2H-pyran-2-yl)pyrimidin-5-yl)-2-isopropylpyrimidine-5-carboxamide